3-[(2E)-3-(4-fluorophenyl)prop-2-enoyl]-4-hydroxy-6-methyl-2H-pyran-2-one FC1=CC=C(C=C1)/C=C/C(=O)C=1C(OC(=CC1O)C)=O